N-(6-amino-5-methylpyridin-3-yl)-2-((2r,5s)-2-(benzo[D]thiazol-5-yl)-2-methylpiperidin-1-yl)-2-oxoacetamide NC1=C(C=C(C=N1)NC(C(=O)N1[C@@](CCCC1)(C)C=1C=CC2=C(N=CS2)C1)=O)C